C(#N)C1=CC=C(CNC(=O)C2=NN(C=3C(N(CCC32)CC3(CC3)S(=O)(=O)C(COC3CN(C3)C(=O)OC(C)(C)C)(C)C)=O)C)C=C1 tert-butyl 3-(2-((1-((3-((4-cyanobenzyl)carbamoyl)-1-methyl-7-oxo-4,5-dihydro-1H-pyrazolo[3,4-c]pyridin-6(7H)-yl)methyl)cyclopropyl)sulfonyl)-2-methylpropoxy)azetidine-1-carboxylate